FC1=CC=C(C=C1)C1=CN=CC(=N1)N 6-(4-fluorophenyl)pyrazin-2-amine